3-(Vinyloxy)-1-propylamine C(=C)OCCCN